pentanediol glutarate C(CCCC(=O)O)(=O)O.C(CCCC)(O)O